ClC1=C2C=NN(C2=C(C=C1)C(=O)NC1CC2(CCC2)C1)CC1=CC=C(C=C1)C1=NC(=CC=C1)C(NC)=O (Ra)-6-(4-Chloro-1-(4-(6-(methylcarbamoyl)pyridin-2-yl)benzyl)-1H-indazol-7-carboxamido)spiro[3.3]heptan